4-((3,4-difluorophenyl)amino)-N-methyl-3-(2-methyl-2H-tetrazol-5-yl)benzenesulfonamide FC=1C=C(C=CC1F)NC1=C(C=C(C=C1)S(=O)(=O)NC)C=1N=NN(N1)C